FC1=C(C(=CC(=C1)N1C[C@@](CCC1)(CCC1=CC(=CC=C1)C(F)(F)F)N([C@@H]1CN(CC1)C)C)F)S(=O)(=O)NC1=NC=NC=C1 2,6-Difluoro-4-((S)-3-(methyl((S)-1-methylpyrrolidin-3-yl)amino)-3-(3-(trifluoromethyl)phenethyl)piperidin-1-yl)-N-(pyrimidin-4-yl)benzenesulfonamide